ClC1=NC=C(C(=O)NC2CCC(CC2)O)C(=C1)NC1CCC(CC1)NCCF 6-chloro-4-(((1s,4s)-4-((2-fluoroethyl)amino)cyclohexyl)amino)-N-((1r,4r)-4-hydroxycyclohexyl)nicotinamide